OC(CCCCCCCCCC(=O)[O-])C.[Na+] sodium 10-hydroxyundecyl-carboxylate